bis(tetrahydrofuran) titanium (IV) tetrachloride [Ti](Cl)(Cl)(Cl)Cl.O1CCCC1.O1CCCC1